C(C)(C)N1C=NC=C1 1-isopropylimidazole